7-(1-hydroxyethyl)-5-(piperazin-1-yl)-2,3-dihydro-1,4-benzodioxine OC(C)C=1C=C(C2=C(OCCO2)C1)N1CCNCC1